3-methyl-2-oxobutanoic acid sodium salt [Na+].CC(C(C(=O)[O-])=O)C